NC=1C=2N(C3=CC(=C(C=C3N1)F)C(=O)N1[C@@H]3[C@H](OCC1)CC=1C=C(C(=CC13)F)OC(F)F)C=NC2 (4-amino-7-fluoroimidazo[1,5-a]quinoxalin-8-yl)((4aS,9aR)-7-(difluoromethoxy)-6-fluoro-2,3,9,9a-tetrahydroindeno[2,1-b][1,4]oxazin-4(4aH)-yl)methanone